BrC=1C=CC(=C(C1)COCCC1=CC(=NC=C1COC1=NC(=CC=C1)Br)C(F)(F)F)Cl 4-[2-[(5-bromo-2-chloro-phenyl)methoxy]ethyl]-5-[(6-bromo-2-pyridinyl)oxymethyl]-2-(trifluoromethyl)pyridine